FC1(CN(C1)C(=O)OC(C)(C)C)C=CC1=NOC(=C1)C(F)(F)F tert-butyl 3-fluoro-3-{2-[5-(trifluoromethyl)-1,2-oxazol-3-yl]ethenyl}azetidine-1-carboxylate